Br[C@H](C(=O)OCCCC)F butyl (2R)-2-bromo-2-fluoro-acetate